N-(2-chloroethyl)acrylamide ClCCNC(C=C)=O